5-(3-chlorophenyl)oxazole-4-carboxylic acid ClC=1C=C(C=CC1)C1=C(N=CO1)C(=O)O